4-(2-(4-amino-4-methyl-[1,4'-bipiperidin]-1'-yl)-4-(1-cyclopropoxy-2-hydroxy-1-phenylethyl)quinazoline-6-yl)-6-methyl-1,6-dihydro-7H-pyrrolo[2,3-c]pyridin-7-one NC1(CCN(CC1)C1CCN(CC1)C1=NC2=CC=C(C=C2C(=N1)C(CO)(C1=CC=CC=C1)OC1CC1)C=1C2=C(C(N(C1)C)=O)NC=C2)C